(S)-4-amino-7-(4-((3-aminopyrrolidin-1-yl)methyl)benzyl)-2-butoxy-7H-pyrrolo[2,3-d]pyrimidine-6-carbonitrile NC=1C2=C(N=C(N1)OCCCC)N(C(=C2)C#N)CC2=CC=C(C=C2)CN2C[C@H](CC2)N